ClC1=C(C=CC=C1)C1=CC=NC2=CC(=CC=C12)OCC(=O)N1C[C@H](CCC1)C(=O)OCC ethyl (3S)-1-[2-[[4-(2-chlorophenyl)-7-quinolyl]oxy]acetyl]piperidine-3-carboxylate